FC(OC=1C=C(C=CC1OC)/C=C/C(=O)C1=C(C(=O)O)C=CC=C1)F 2-[(E)-3-[3-(Difluoromethoxy)-4-methoxyphenyl]prop-2-enoyl]benzoic acid